ClC1=CC=C(C=C1)S(=O)(=O)C1=C(C=O)C(=CC=C1)N1CCNCC1 2-((4-chlorophenyl)sulfonyl)-6-(piperazin-1-yl)benzaldehyde